(5RS,8RS)-2-(3-Chloro-4-fluorobenzyl)-5-{[(3S)-3-fluoropyrrolidin-1-yl]carbonyl}-8-methyl-5,6,7,8-tetrahydro[1,2,4]triazolo[4,3-a]pyridin-3(2H)-one ClC=1C=C(CN2N=C3N([C@H](CC[C@H]3C)C(=O)N3C[C@H](CC3)F)C2=O)C=CC1F |&1:9,12|